(6-chloro-1-(4-(trifluoromethyl)phenyl)-1H-indol-5-yl)acrylamide ClC1=C(C=C2C=CN(C2=C1)C1=CC=C(C=C1)C(F)(F)F)C(C(=O)N)=C